O[C@H](/C=C/C)CCCCC (E)-(3s,4rs)-3-hydroxy-methyl-1-octene